C(N)(=O)C=1N=C(SC1C1=CC=CN1)N(C=1C=NN(C1)C1OCCCC1)C1CC1 5-(4-carbamoyl-2-{cyclopropyl[1-(tetrahydro-2H-pyran-2-yl)-1H-pyrazol-4-yl]amino}thiazol-5-yl)-1H-pyrrole